4-(4-(2,2,3,3,3-pentafluoropropyl)piperazin-1-yl)benzamide FC(CN1CCN(CC1)C1=CC=C(C(=O)N)C=C1)(C(F)(F)F)F